furan-2-carboxamide O1C(=CC=C1)C(=O)N